tert-Butyl 3-(5-cyano-2-methoxy-4-nitro-phenyl)-3-methyl-azetidine-1-carboxylate C(#N)C=1C(=CC(=C(C1)C1(CN(C1)C(=O)OC(C)(C)C)C)OC)[N+](=O)[O-]